4-(dimethylamino)-N,N-dimethylaniline CN(C1=CC=C(N(C)C)C=C1)C